C(CCCCCCCCCCC)N1C=NC=C1 3-n-dodecyl-imidazole